furan-3-ylmethyl (S)-5-fluoro-3-((R)-5-isopropyl-3-(isoquinolin-1-yl)-4,5-dihydroisoxazole-5-carboxamido)-4-oxopentanoate FCC([C@H](CC(=O)OCC1=COC=C1)NC(=O)[C@@]1(CC(=NO1)C1=NC=CC2=CC=CC=C12)C(C)C)=O